COC=1C=C2C(=NC=NC2=CC1OC)NC1=CC=C(OCC(=O)N2CCN(CC2)CC)C=C1 2-(4-((6,7-dimethoxyquinazolin-4-yl)amino)phenoxy)-1-(4-ethylpiperazino)ethanone